5-chloro-N-(3-chloro-5-(methylsulfonamido)phenyl)-4-(5-fluoropyrimidin-2-yl)thiophene-2-carboxamide ClC1=C(C=C(S1)C(=O)NC1=CC(=CC(=C1)NS(=O)(=O)C)Cl)C1=NC=C(C=N1)F